C(C)(C)(C)C1=NN(C(=C1)NC1=NC2=CC(=C(C=C2C=N1)Cl)C1CCN(CC1)[C@@]1([C@@H](COC1)O)C)C |o1:27,28| (3S,4S) or (3R,4R)-4-(4-{2-[(3-tert-butyl-1-methyl-1H-pyrazol-5-yl)amino]-6-chloroquinazolin-7-yl}piperidin-1-yl)-4-methyloxolan-3-ol